N1C(=NC2C1CCCC2)NS(=O)(=O)C=2C=C(C=CC2)CCCCCCC(=O)O 7-(3-(N-(3a,4,5,6,7,7a-hexahydro-1H-benzo[d]imidazol-2-yl)sulfamoyl)phenyl)heptanoic acid